1-cyano-3,4-dimethylbenzene C(#N)C1=CC(=C(C=C1)C)C